β-indoleacetic acid C1=CC=C2C(=C1)C(=CN2)CC(=O)O